5-bromo-3-[(1S)-1-(2-chlorophenyl)ethoxy]pyridin-2-amine BrC=1C=C(C(=NC1)N)O[C@@H](C)C1=C(C=CC=C1)Cl